BrC=1C=C(C(=NC1)C=1OC2=C(N1)C=C(C=C2)S(C(F)(F)F)(=O)=NCC)S(=O)(=O)CC [2-(5-bromo-3-ethylsulfonyl-2-pyridyl)-1,3-benzoxazol-5-yl]-ethylimino-oxo-(trifluoromethyl)-λ6-sulfane